3-ethyl-9,10-difluoro-7-oxo-3,5,6,7-tetrahydro-2H-[1,4]thiazino[2,3,4-ij]quinoline-6-carbaldehyde C(C)C1CSC=2C(=C(C=C3C(C(CN1C23)C=O)=O)F)F